N(=C=O)C1CC(CC(C1)(C[N+]#[C-])C)(C)C 1-isocyanato-3,3,5-trimethyl-5-(Isocyanomethyl)cyclohexane